COC1N(C2=CC=CC=C2C1(C)OC)C(=O)C=1C=C(C=CC1)C (2,3-dimethoxy-3-methylindol-1-yl)(m-tolyl)methanone